CN1C(C=C(C=C1)CN1C(=CC=C1)C(=O)O)=O 1-((1-methyl-2-oxo-1,2-dihydropyridin-4-yl)methyl)-1H-pyrrole-2-carboxylic acid